NC1=C(C(=O)NC)C=C(C=C1C)Br 2-amino-5-bromo-N,3-dimethylbenzamide